4-amyl-4'-[[(trans-4-pentylcyclohexyl)oxy]methyl]-1,1'-bicyclohexane C(CCCC)C1CCC(CC1)C1CCC(CC1)CO[C@@H]1CC[C@H](CC1)CCCCC